CN(C(C1=C(N=CC(=C1)C(F)(F)F)NC1=NC(=NS1)C=1C=C2C(=CN1)N(CC2(C)C)C)=O)C N,N-Dimethyl-5-(trifluoromethyl)-2-((3-(1,3,3-trimethyl-2,3-dihydro-1H-pyrrolo[2,3-c]pyridin-5-yl)-1,2,4-thiadiazol-5-yl)amino)nicotinamide